ClC12CC(C1)(C2)C2=C(CCCC2)C=O 2-(3-chlorobicyclo[1.1.1]pentan-1-yl)cyclohex-1-enecarbaldehyde